2-(4-fluorophenoxy)-N-(1-(7-methylthieno[3,2-d]pyrimidin-4-yl)piperidin-4-yl)acetamide FC1=CC=C(OCC(=O)NC2CCN(CC2)C=2C3=C(N=CN2)C(=CS3)C)C=C1